The molecule is a hydroxykynurenamine that is 5-hydroxykynurenamine with the hydrogen on the aryl amine replaced by a formyl group. It has a role as a metabolite and a mouse metabolite. It derives from a 5-hydroxykynurenamine. C1=CC(=C(C=C1O)C(=O)CCN)NC=O